(S)-3-((6-chloropyridin-3-yl)oxy)-N-(6-cyano-5-(trifluoromethyl)pyridin-3-yl)-2-hydroxy-2-methylpropanamide ClC1=CC=C(C=N1)OC[C@](C(=O)NC=1C=NC(=C(C1)C(F)(F)F)C#N)(C)O